NC1=CC=CC(=N1)S(=O)(=O)NC(=O)C=1C(=NC(=CC1)C=1CCOCC1)OC1=C(C=C(C=C1C)C)C N-[(6-Amino-2-pyridyl)sulfonyl]-6-(3,6-dihydro-2H-pyran-4-yl)-2-(2,4,6-trimethylphenoxy)pyridin-3-carboxamid